Ethyl 2-(((3,3-dibutyl-7-methoxy-1,1-dioxido-5-phenyl-2,3,4,5-tetrahydro-1,5-benzothiazepin-8-yl)methyl)thio)acetate C(CCC)C1(CS(C2=C(N(C1)C1=CC=CC=C1)C=C(C(=C2)CSCC(=O)OCC)OC)(=O)=O)CCCC